COC([C@H](C(C)C)OC1=C(C=C(C=C1)Br)C1=NOCC1OCCCC)=O (2S)-2-[4-bromo-2-(4-butoxy-4,5-dihydroisoxazol-3-yl)phenoxy]-3-methylbutanoic acid methyl ester